CSC1=NN2C(C(N1)=O)=NC(=C2C2=CC(=C(C(=C2)F)F)F)C2=NC=CC=C2 2-(methylsulfanyl)-6-(pyridin-2-yl)-7-(3,4,5-trifluorophenyl)-3H-imidazo[2,1-f][1,2,4]triazin-4-one